(4-chlorophenyl)-2-[[2-(hydroxymethyl)cyclohexanecarbonyl]amino]-5,6-dihydro-4H-cyclopenta[b]thiophene-3-carboxamide ClC1=CC=C(C=C1)C1CCC=2SC(=C(C21)C(=O)N)NC(=O)C2C(CCCC2)CO